C(CC1=CC=CC=C1)C1(CCN(CC1)CC1=CC2=C(NC(OC2)=O)C=C1)C1=CC=CC=C1 6-((4-phenethyl-4-phenylpiperidin-1-yl)methyl)-1H-benzo[d][1,3]oxazin-2(4H)-one